[K].C1CCC2=C(C=3CCCC3C=C12)NC(=O)NS(=O)(=O)C=1C=C2C(=NC1)N(N=C2C)C N-((1,2,3,5,6,7-Hexahydro-s-indacen-4-yl)carbamoyl)-1,3-dimethyl-1H-pyrazolo[3,4-b]pyridine-5-sulfonamide, Potassium Salt